1-(5-((2,3-dihydrobenzo[b][1,4]dioxin-5-yl)amino)-7-(methylamino)pyrazolo[1,5-a]pyrimidin-3-yl)-3-methylurea O1C2=C(OCC1)C(=CC=C2)NC2=NC=1N(C(=C2)NC)N=CC1NC(=O)NC